NC1=NNC2=CC=C(C(=C12)C1=C(C=C2C(=NC(=NC2=C1F)N1CC(C1)N(C)C)N1[C@H](CN(CC1)C(C=C)=O)C)Cl)C 1-((3S)-4-(7-(3-amino-5-methyl-1H-indazol-4-yl)-6-chloro-2-(3-(dimethylamino)azetidin-1-yl)-8-fluoroquinazolin-4-yl)-3-methylpiperazin-1-yl)prop-2-en-1-one